CC=1N(C(=C(N1)C)C(=O)O)C1=CC=C(C=C1)C(F)(F)F 2,4-dimethyl-1-(4-(trifluoromethyl)phenyl)-1H-imidazole-5-carboxylic acid